C(C)(C)(C)OC(NC(CCC=O)CF)=O [1-(fluoromethyl)-4-oxobutyl]carbamic acid tert-butyl ester